tris(1-cyanoethyl)phosphite C(#N)C(C)OP(OC(C)C#N)OC(C)C#N